N1=C(C=CC2=CC=CC=C12)C(=O)O Quinolineic acid